4-{5-[(R)-(1,3-Dimethyl-azetidin-3-yl)-hydroxy-(4-isopropyl-phenyl)-methyl]-pyridin-3-yl}-cyclohexanone CN1CC(C1)(C)[C@@](C=1C=C(C=NC1)C1CCC(CC1)=O)(C1=CC=C(C=C1)C(C)C)O